FC1(CC2(C1)C[C@@H](N(CC2)CC2=C1C=CNC1=C(C=C2OC)C)C2=CC=C(C=C2)C(C)(C)O)F (R)-2-(4-(2,2-difluoro-7-((5-methoxy-7-methyl-1H-indol-4-yl)methyl)-7-azaspiro[3.5]nonan-6-yl)phenyl)propan-2-ol